((4-(2,7-diazaspiro[4.4]non-2-yl)pyrimidin-5-yl)oxy)-5-fluoro-N-(2-hydroxyethyl)-N-isopropylbenzamide C1N(CCC12CNCC2)C2=NC=NC=C2OC2=C(C(=O)N(C(C)C)CCO)C=C(C=C2)F